5-(1H-Pyrazol-4-yl)-6-(1-{[p-(trifluoromethyl)phenyl]methyl}-1H-pyrazol-4-yl)-4-pyrimidinylamine N1N=CC(=C1)C=1C(=NC=NC1C=1C=NN(C1)CC1=CC=C(C=C1)C(F)(F)F)N